BrC1=C(C=NN(C1=O)C)N[C@@H]1C[C@@H](CN(C1)C)C1=CC=C(C(=O)N2CCC(CC2)C2=CC=C3C(=CN=CC3=C2)C2C(NC(CC2)=O)=O)C=C1 3-[7-[1-[4-[(3R,5R)-5-[(5-bromo-1-methyl-6-oxo-pyridazin-4-yl)amino]-1-methyl-3-piperidyl]benzoyl]-4-piperidyl]-4-isoquinolyl]piperidine-2,6-dione